3-(2-chlorothien-3-yl)-1,4-oxazepan ClC=1SC=CC1C1COCCCN1